FC=1C(=NC=CC1CC=1C(OC2=CC(=CC=C2C1C)C1=NC=CC=C1)=O)NS(NC)(=O)=O 3-({3-fluoro-2-[(methylsulfamoyl)amino]pyridin-4-yl}methyl)-4-methyl-7-(pyridin-2-yl)chromen-2-one